(E)-N-[1-(2-nitrophenyl)-1H-pyrrole-2-yl-allylideneamino]-guanidinium acetate C(C)(=O)[O-].[N+](=O)([O-])C1=C(C=CC=C1)N1C(=CC=C1)C=C\C=N\NC(=[NH2+])N